(3-((3-carbamoyl-5-ethyl-6-(isopropylamino)pyrazin-2-yl)amino)phenethyl)carbamic acid tert-butyl ester C(C)(C)(C)OC(NCCC1=CC(=CC=C1)NC1=NC(=C(N=C1C(N)=O)CC)NC(C)C)=O